1-carboxysulfanylamide C(=O)(O)S[NH-]